N-((S)-(4,4-difluorocyclohexyl)(5-((S)-2-methoxy-1-((S)-2-oxo-4-(trifluoromethyl)imidazolidin-1-yl)ethyl)benzo[d]oxazol-2-yl)methyl)-4-(2,2-difluoroethoxy)isoxazole-3-carboxamide FC1(CCC(CC1)[C@H](NC(=O)C1=NOC=C1OCC(F)F)C=1OC2=C(N1)C=C(C=C2)[C@@H](COC)N2C(N[C@@H](C2)C(F)(F)F)=O)F